N-cyclopropyl-2-(4-fluorophenyl)-5-hydroxy-6-(piperidin-1-ylmethylene)benzo[b]thiophene-3-carboxamide C1(CC1)NC(=O)C1=C2C(SC1C1=CC=C(C=C1)F)=CC(C(=C2)O)=CN2CCCCC2